(S)-1-(4'-methoxy-[1,1'-biphenyl]-4-yl)-3-(1-((3-methylpyridin-2-yl)methyl)pyrrolidin-3-yl)-1,3-dihydro-2H-imidazo[4,5-b]pyridin-2-one COC1=CC=C(C=C1)C1=CC=C(C=C1)N1C(N(C2=NC=CC=C21)[C@@H]2CN(CC2)CC2=NC=CC=C2C)=O